3-(5-[N-methyl-(isopropyl)sulfamoylaminocarbonyl]-4-chloro-2-fluorophenyl)-2-methoxy-4-oxo-6-(trifluoromethyl)-3,4-dihydropyrimidine CN(C(=O)C=1C(=CC(=C(C1)N1C(=NC(=CC1=O)C(F)(F)F)OC)F)Cl)S(NC(C)C)(=O)=O